(S)-5-(aminomethyl)-3-(3-fluoro-4-(1,4-thiazepan-4-yl)phenyl)oxazolidin-2-one p-tertbutylcyclohexyl-acetate C(C)(C)(C)C1CCC(CC1)CC(=O)O.NC[C@H]1CN(C(O1)=O)C1=CC(=C(C=C1)N1CCSCCC1)F